C(C)(C)C1=NN(C(C=2N1C1=C(C2)C=CS1)=C=O)CC(=O)O 2-(8-isopropyl-5-carbonyl-thieno[3',2':4,5]pyrrolo[1,2-d][1,2,4]triazin-6(5H)-yl)acetic acid